(±)-homocysteine N[C@@H](CCS)C(=O)O |r|